(3-(4-(3-(1-(5-ethylpyrimidin-2-yl)piperidin-4-yl)propoxy)-2,6-difluorophenyl)-1,2,4-oxadiazol-5-yl)methanol C(C)C=1C=NC(=NC1)N1CCC(CC1)CCCOC1=CC(=C(C(=C1)F)C1=NOC(=N1)CO)F